FC1=C(C(=O)NC2=CC(=CC=C2)NC2=NC(=NC=C2F)NC2=CC=C(C=C2)OCCOC)C(=C(C(=C1F)F)F)SC 2,3,4,5-tetrafluoro-N-(3-((5-fluoro-2-((4-(2-methoxyethoxy)phenyl)amino)pyrimidin-4-yl)amino)phenyl)-6-(methylthio)benzamide